C(CCCC)N1C=C(C2=CC=CC=C12)C(CC1=C(C=CC=C1)C)=O 1-pentyl-3-(2-methylphenylacetyl)indole